CN(C(=O)N1C2CC(CC1CC2)CC2=CC=C(C=C2)NC(OCC2=CN=CO2)=O)C oxazol-5-ylmethyl (4-((8-(dimethylcarbamoyl)-8-azabicyclo[3.2.1]octan-3-yl)methyl)phenyl)carbamate